O[C@H]1[C@@H](C[C@@H]([C@H]1O)CO)N1C(NC(C=C1)=O)=O 1-((1R,2S,3R,4R)-2,3-dihydroxy-4-(hydroxymethyl)cyclopentyl)pyrimidine-2,4(1H,3H)-dione